C1C=CC=C2C=NC=3N(C=C4C=CC=CC34)N21 pyrido[1',2':1,6][1,2,4]triazino[3,2-a]isoindole